FC1CC(N(C1)C(CC1=CN=NN1)=O)C(=O)NC(C1=CC=CC=C1)C1=CC(=C(C(=C1)C)C(C)C)F 4-fluoro-N-{[3-fluoro-5-methyl-4-(propan-2-yl)phenyl](phenyl)methyl}-1-[2-(1H-1,2,3-triazol-5-yl)acetyl]pyrrolidine-2-carboxamide